The molecule is an L-lysine derivative obtained from nucleophilic cleavage of the beta-lactam ring of flucloxacillin by the epsilon-amino group of the L-lysine molecule. It contains a flucloxacilloyl group. It derives from a flucloxacillin. CC1=C(C(=NO1)C2=C(C=CC=C2Cl)F)C(=O)N[C@@H]([C@@H]3N[C@H](C(S3)(C)C)C(=O)O)C(=O)NCCCC[C@@H](C(=O)O)N